(S)-N-(4-((1-(tert-butoxy)-1-oxo-3-phenylpropan-2-yl)amino)-4-oxobut-1-en-2-yl)-N,N-dimethylhexadecan-1-aminium chloride [Cl-].C(C)(C)(C)OC([C@H](CC1=CC=CC=C1)NC(CC(=C)[N+](CCCCCCCCCCCCCCCC)(C)C)=O)=O